C1(=C(C=CC=C1)N)C1=CC(=CC=C1)C1=CC=CC=C1 [1,1':3',1'']terphenyl-2-ylamine